COCC1=NOC=C1C(=O)O 3-(methoxymethyl)isoxazole-4-carboxylic acid